ClC1=C(C=C(C=C1)[N+](=O)[O-])C=1SC(=CN1)C1=C(C=C(C=C1)C(F)(F)F)O 2-(2-(2-chloro-5-nitrophenyl)thiazol-5-yl)-5-(trifluoromethyl)phenol